ClC=1C(N(C(=CC1OCC1=C(C=C(C=C1)F)F)CO)C1=C(C=CC=C1F)F)=O 3-chloro-4-[(2,4-difluorobenzyl)oxy]-1-(2,6-difluorophenyl)-6-(hydroxymethyl)pyridin-2(1H)-one